O1CCC(C2=CC=CC=C12)C=1SC=C(N1)COC1=CC(=CC2=C1C=C(O2)C2=CN=C1SC(=NN12)OC)OC (4-((2-(chroman-4-yl)thiazol-4-yl)methoxy)-6-methoxybenzofuran-2-yl)-2-methoxyimidazo[2,1-b][1,3,4]thiadiazole